NC1=NC(N(N=C1)C1O[C@@]([C@H](C1)O)(CO)CCl)=O 5-amino-2-[(4S,5R)-5-(chloromethyl)-4-hydroxy-5-(hydroxymethyl)tetrahydrofuran-2-yl]-1,2,4-triazin-3(2H)-one